C(C)(C)(C)OC([C@@H](CC1=CC(=CC=C1)C#N)[C@@H]1CN(CC1)C(=O)OC(C)(C)C)=O tert-butyl (R)-3-((S)-1-(tert-butoxy)-3-(3-cyanophenyl)-1-oxopropan-2-yl)pyrrolidine-1-carboxylate